methyl (R)-2-fluoro-3-(5-methylthiazol-2-yl)-5-(morpholin-2-yl-methoxy)benzoate hydrochloride Cl.FC1=C(C(=O)OC)C=C(C=C1C=1SC(=CN1)C)OC[C@H]1CNCCO1